N(=[N+]=[N-])C1=NC2=CC=C(C=C2C=C1)[C@@](C(=O)OC(C)C)(CC(C)(C)C)NC(=O)OCC1=CC=CC=C1 isopropyl (R)-2-(2-azidoquinolin-6-yl)-2-(((benzyloxy) carbonyl) amino)-4,4-dimethylvalerate